OC1CCCC=2C=C(C(=NC12)C)C#N 8-hydroxy-2-methyl-5,6,7,8-tetrahydroquinoline-3-carbonitrile